C[C@@H]1O[C@@H](CN([C@@H]1CNC1=NC=C(C=C1)C(F)(F)F)C(=O)C1=NC(=CC=C1C1=NC=C(C=N1)F)C)C ((2S,3R,6R)-2,6-dimethyl-3-(((5-(trifluoromethyl)pyridin-2-yl)amino)methyl)morpholino)(3-(5-fluoropyrimidin-2-yl)-6-methylpyridin-2-yl)methanone